(E)-3-(4-isopropoxy-3-methoxyphenyl)-1-(4-((4-(trifluoromethyl)phenyl)sulfonyl)piperazin-1-yl)prop-2-en-1-one C(C)(C)OC1=C(C=C(C=C1)/C=C/C(=O)N1CCN(CC1)S(=O)(=O)C1=CC=C(C=C1)C(F)(F)F)OC